3-[5-methyl-1-(2-oxatricyclo[3.3.1.13,7]dec-1-ylmethyl)-1H-pyrazol-4-yl]-6-[8-([1,3]thiazolo[5,4-b]pyridin-2-ylcarbamoyl)-3,4-dihydroisoquinolin-2(1H)-yl]pyridine-2-carboxylic acid CC1=C(C=NN1CC12OC3CC(CC(C1)C3)C2)C=2C(=NC(=CC2)N2CC3=C(C=CC=C3CC2)C(NC=2SC3=NC=CC=C3N2)=O)C(=O)O